2,4-diethyl-6-phenyl-1,3,5-triazine C(C)C1=NC(=NC(=N1)CC)C1=CC=CC=C1